NC=1C(=CC(=C(C(=O)OC)C1)C)C#CCN(C)C(=O)OC(C)(C)C Methyl 5-amino-4-(3-((tert-butoxycarbonyl)(methyl)amino)prop-1-yn-1-yl)-2-methylbenzoate